FC(CN1C(=NC=2C1=NC(=CC2)C2=CNC=1N=C(N=CC12)NC1CC(C1)(C)N1C(CCC1)=O)C)F 1-((1s,3s)-3-((5-(3-(2,2-difluoroethyl)-2-methyl-3H-imidazo[4,5-b]pyridin-5-yl)-7H-pyrrolo[2,3-d]pyrimidin-2-yl)amino)-1-methylcyclobutyl)pyrrolidin-2-one